FC1=CC=C(C=C1)S(=NS(=O)(=O)C1=CC=C(C=C1)[N+](=O)[O-])(=NC(C)(CC(C)(C)C)C)NC1=NOC=C1 N-((4-Fluorophenyl)(isoxazol-3-ylamino)((2,4,4-trimethylpentan-2-yl)imino)-λ6-sulfaneylidene)-4-nitrobenzenesulfonamide